methyl (S)-2-((4-((6-((4-cyano-2-fluorophenoxy)methyl)pyridin-2-yl)mercapto)piperidin-1-yl)methyl)-1-(oxetan-2-ylmethyl)-1H-benzo[d]imidazole-6-carboxylate C(#N)C1=CC(=C(OCC2=CC=CC(=N2)SC2CCN(CC2)CC2=NC3=C(N2C[C@H]2OCC2)C=C(C=C3)C(=O)OC)C=C1)F